BrC1=C(N=C(NC1=O)C1=CC=NC=C1)N1CCN(CC1)CC 5-bromo-4-(4-ethylpiperazin-1-yl)-2-(4-pyridinyl)-1H-pyrimidin-6-one